NC1=NC=2C=CC(=CC2C2=C1C(=NO2)C)C(=O)O 4-amino-3-methylisoxazolo-[4,5-c]quinoline-8-carboxylic acid